8-fluoro-2-((1-methylpyrrolidin-2-yl)methoxy)-4-morpholinopyrido[4,3-d]pyrimidin FC1=CN=CC2=C1N=C(N=C2N2CCOCC2)OCC2N(CCC2)C